N-[(1,5-dimethyl-1H-indazol-3-yl)methyl]-2-(3-pyrrolidinyl)benzamide CN1N=C(C2=CC(=CC=C12)C)CNC(C1=C(C=CC=C1)C1CNCC1)=O